NC=1C(=CC=C2C=C(N=CC12)NC(=O)C1CC1)C#N N-(8-amino-7-cyanoisoquinolin-3-yl)cyclopropanecarboxamide